ClC1=NC=CC2=C1CN(C2=O)C(C)C 4-chloro-2-isopropyl-2,3-dihydro-1H-pyrrolo-[3,4-c]pyridin-1-one